C12CNCC(CC1)N2C=2SC1=C(N2)C(=CC(=C1)C(=O)NC(C)C)C#N 2-(3,8-diazabicyclo[3.2.1]octan-8-yl)-4-cyano-N-isopropylbenzo[d]thiazole-6-carboxamide